(2-amino-3-(3-((6-(cyclobutylmethoxy)pyridin-3-yl)methyl)isoxazol-5-yl)pyridin-1-ium-1-yl)methyl hydrogen phosphate P(=O)(OC[N+]1=C(C(=CC=C1)C1=CC(=NO1)CC=1C=NC(=CC1)OCC1CCC1)N)(O)[O-]